(R)-2-fluoro-4-((4-(methyl(propyl)amino)pyrimidin-2-yl)amino)-N-(8-methylisoquinolin-1-yl)-N-(piperidin-3-yl)benzamide FC1=C(C(=O)N([C@H]2CNCCC2)C2=NC=CC3=CC=CC(=C23)C)C=CC(=C1)NC1=NC=CC(=N1)N(CCC)C